NC1=C(C=C(C=N1)NC(C(=O)N1C(CCC(C1)C)C=1C=CC2=C(N=C(S2)C(F)(F)F)C1)=O)CC rac-N-(6-amino-5-ethyl-3-pyridyl)-2-[5-methyl-2-[2-(trifluoromethyl)-1,3-Benzothiazol-5-Yl]-1-piperidyl]-2-oxo-acetamide